(3S,4R,8R,9R,10S)-3,4-dihydroxy-10-(hydroxymethyl)-N-(4-methoxyphenyl)-9-(4-(pyridin-3-ylethynyl)phenyl)-1,6-diazabicyclo[6.2.0]decane-6-carboxamide O[C@H]1CN2[C@@H]([C@@H]([C@@H]2CN(C[C@H]1O)C(=O)NC1=CC=C(C=C1)OC)C1=CC=C(C=C1)C#CC=1C=NC=CC1)CO